3-[(4,4-difluorocyclohexyl)methyl]-4-(2-phenylethyl)-4,5-dihydro-1,2,4-oxadiazol-5-one FC1(CCC(CC1)CC1=NOC(N1CCC1=CC=CC=C1)=O)F